N-([1,1'-biphenyl]-4-ylmethyl)-2-chloro-9-cyclobutyl-9H-purin-6-amine C1(=CC=C(C=C1)CNC1=C2N=CN(C2=NC(=N1)Cl)C1CCC1)C1=CC=CC=C1